C1=CC(=C2C=CC=C3C4=CC=CC=C4C1=C23)B(O)O fluoranthene-3-yl-boronic acid